O1C(=CC=C1)C=1C=CC(=C(C1)NC1=NC=NC2=CC(=C(C=C12)OC1CCN(CC1)C(=O)C(C#N)=C)OC)OC 2-(4-((4-((5-(furan-2-yl)-2-methoxyphenyl)amino)-7-methoxyquinazolin-6-yl)oxy)piperidin-1-carbonyl)acrylonitrile